C(C=C)N1NC2=NC(=NC=C2C1=O)SC 2-allyl-6-(methylthio)-1,2-dihydro-3H-pyrazolo[3,4-d]Pyrimidine-3-one